N1(C=CC2=C1C=CC=N2)C(=O)O Pyrrolo[2,3-e]Pyridine-1-carboxylic acid